Z-methylparaben COC(=O)C1=CC=C(O)C=C1